OCCN(CCO)CC1=CC=C(C=C1)C=C N,N-bis(2-hydroxyethyl)-4-vinylbenzylamine